C(C)(C)C1(C=C(CC1)C(C)=O)C 1-(3-isopropyl-3-methyl-cyclopenten-1-yl)ethan-1-one